2-bromo-6-chloro-3-fluoro-1-(4-methoxybenzyl)-1H-pyrrolo[3,2-c]pyridine BrC1=C(C=2C=NC(=CC2N1CC1=CC=C(C=C1)OC)Cl)F